ClC1=CC(=C(C=C1)C1=CC(=CC=C1)NC(=O)C=1C(N(C=C(C1)CNCC(C)C)CC(F)(F)F)=O)C1=NN=CN1C N-(4'-Chloro-2'-(4-methyl-4H-1,2,4-triazol-3-yl)-[1,1'-biphenyl]-3-yl)-5-((isobutylamino)methyl)-2-oxo-1-(2,2,2-trifluoroethyl)-1,2-dihydropyridine-3-carboxamide